C(C1=CC=CC=C1)N1C(C(=CC(=C1)C(=O)NCC1CCC1)C(=O)NC)=O 1-benzyl-N5-(cyclobutylmethyl)-N3-methyl-2-oxo-1,2-dihydropyridine-3,5-dicarboxamide